NC=1C2=C(N=C(N1)[2H])C=CC(=N2)C=2C=C(C=CC2)C#C[C@@]2(C(N([C@H](C2)C)C)=O)O (3s,5s)-3-((3-(4-aminopyrido[3,2-d]pyrimidin-6-yl-2-d)phenyl)ethynyl)-3-hydroxy-1,5-dimethylpyrrolidin-2-one